tert-butyl 1'-(4-methoxybenzyl)-5,7'-dimethyl-3',4'-dihydro-1'h-spiro[pyrrolidine-3,2'-[1,8]naphthyridine]-1-carboxylate COC1=CC=C(CN2C3(CCC4=CC=C(N=C24)C)CN(C(C3)C)C(=O)OC(C)(C)C)C=C1